N-(5-chloro-6-(2H-1,2,3-triazol-2-yl)pyridin-3-yl)-2-fluoro-8-(1-isopropyl-1H-pyrazol-4-yl)-8-methyl-7,8-dihydro-6H-cyclopenta[e]pyrazolo[1,5-a]pyrimidine-6-carboxamide ClC=1C=C(C=NC1N1N=CC=N1)NC(=O)C1CC(C2=C1C=NC=1N2N=C(C1)F)(C)C=1C=NN(C1)C(C)C